N[C@@H](CCCCN)C(=O)O.C(=O)C1=C(N=C(N1CC1=CC=C(C=C1)C1=C(SC(=C1)CC(C)C)NS(=O)(=O)C(=O)NCC)C1=CC=CC=C1)OC 5-formyl-4-methoxy-2-phenyl-1-[[4-[2-(ethylaminocarbonylsulfonamido)-5-isobutyl-3-thienyl]phenyl]methyl]imidazole L-lysine salt